OC1=C(C=CC(=C1O)CCCC)C1=NC(=NC(=N1)C1=C(C(=C(C=C1)CCCC)O)O)C1=C(C=C(C=C1)CCCC)CCCC 2,4-bis(2-hydroxy-4-butylhydroxyphenyl)-6-(2,4-dibutylphenyl)-1,3,5-triazine